(2S,6R)-N-[2-(1-benzylpiperidin-4-yl)ethyl]-4-(4-chloro-6-cyanopyrimidin-2-yl)-2,6-dimethylpiperazine-1-carboxamide C(C1=CC=CC=C1)N1CCC(CC1)CCNC(=O)N1[C@H](CN(C[C@H]1C)C1=NC(=CC(=N1)Cl)C#N)C